(R,S)-3-(3-(3-(1H-pyrrolo[2,3-b]pyridin-3-yl)-1H-pyrazol-1-yl)phenyl)-3-hydroxy-1-methylpyrrolidin-2-one N1C=C(C=2C1=NC=CC2)C2=NN(C=C2)C=2C=C(C=CC2)[C@]2(C(N(CC2)C)=O)O